OC1(CC=C(C=C1)C1=CC=C(N)C=C1)N 4-hydroxybenzidine